CO[C@H]1CN(CC1)CC=1NC(C2=C(N1)C=C(S2)C=2C=NNC2C)=O 2-{[(3R)-3-methoxypyrrolidin-1-yl]methyl}-6-(5-methyl-1H-pyrazol-4-yl)thieno[3,2-d]pyrimidin-4(3H)-one